N-[(6S)-2,4-Dimethyl-5-oxo-7,8-dihydro-6H-pyrazolo[1,5-a][1,3]diazepin-6-yl]spiro[5,6-dihydropyrrolo[1,2-b][1,2,4]triazol-7,3'-tetrahydrofuran]-2-carboxamid CC1=NN2C(N(C([C@H](CC2)NC(=O)C=2N=C3N(N2)CCC32COCC2)=O)C)=C1